(2S)-pyrrolidine-2-carbonitrile hydrochloride Cl.N1[C@@H](CCC1)C#N